BrC=1C=C(C=CC1)NC(OCC)=O ethyl (3-bromophenyl)carbamate